C(CC)ONOCCC dipropoxyamine